O1C(CC1)CN1C=NC=C1C=NO 1-(oxetan-2-ylmethyl)-1H-imidazole-5-carbaldehyde oxime